1-[4-(1,1-Dioxoisothiazolidin-2-yl)butyl]-2-ethoxymethyl-7-phenyl-1H-imidazo[4,5-c]quinolin-4-amine O=S1(N(CCC1)CCCCN1C(=NC=2C(=NC=3C=C(C=CC3C21)C2=CC=CC=C2)N)COCC)=O